OC1=C(C(OC(=C1)C)=O)C(CCCC1=CC=C(C=C1)OC)=O 4-hydroxy-3-(4-(4-methoxyphenyl)butanoyl)-6-methyl-2H-pyran-2-one